ClC1=C(C(=C(C=C1)N1N=NC(=C1)CO)C1=NC=NC(=C1)OC)F (1-(4-chloro-3-fluoro-2-(6-methoxypyrimidin-4-yl)phenyl)-1H-1,2,3-triazol-4-yl)methanol